CNC(=O)C1=CC(=C(C=C1)NC1CC(CCC1)NC(OC(C)(C)C)=O)[N+](=O)[O-] Tert-butyl (3-((4-(methylcarbamoyl)-2-nitrophenyl)amino)cyclohexyl)carbamate